(2-chloro-5-[1-(6-methylpyridin-2-ylmethoxyimino) ethyl] benzyl) carbamate C(N)(OCC1=C(C=CC(=C1)C(C)=NOCC1=NC(=CC=C1)C)Cl)=O